BrC=1C(=C(C(=C(C1)O)F)Cl)CO 5-bromo-3-chloro-2-fluoro-4-(hydroxymethyl)phenol